7-[(2-fluorophenyl)amino]-1,6-naphthyridin-2-ol FC1=C(C=CC=C1)NC1=NC=C2C=CC(=NC2=C1)O